nicotine acetate salt C(C)(=O)O.N1=CC=CC(=C1)C1N(C)CCC1